(2S,4R)-1-(2-methylbenzofuro[3,2-d]pyrimidin-4-yl)-4-(2-oxo-2-((4'-(trifluoromethyl)-[1,1'-biphenyl]-4-yl)amino)ethyl)pyrrolidine CC=1N=C(C2=C(N1)C1=C(O2)C=CC=C1)N1CC[C@@H](C1)CC(NC1=CC=C(C=C1)C1=CC=C(C=C1)C(F)(F)F)=O